C(#N)C1=CC=C(C=N1)CNC(=O)C=1C(=C2C=CC(=NC2=CN1)OC1CCOCC1)O N-((6-cyanopyridin-3-yl)methyl)-5-hydroxy-2-((tetrahydro-2H-pyran-4-yl)oxy)-1,7-naphthyridine-6-carboxamide